OC1(COC2(CC2)C1)C#N 6-hydroxy-4-oxaspiro[2.4]heptane-6-carbonitrile